FC1=CC=C(C=C1)C(N1C[C@@H](N(C[C@H]1C)C1=CC(N(C=2C=CC(=NC12)C#N)C)=O)COC)C1=CC=C(C=C1)F 8-((2r,5r)-4-(bis(4-fluorophenyl)methyl)-2-(methoxymethyl)-5-methylpiperazin-1-yl)-5-methyl-6-oxo-5,6-dihydro-1,5-naphthyridine-2-carbonitrile